N-(4-(piperidin-1-yl)pyridin-3-yl)-4-((trifluoromethyl)sulfonyl)benzenesulfonamide N1(CCCCC1)C1=C(C=NC=C1)NS(=O)(=O)C1=CC=C(C=C1)S(=O)(=O)C(F)(F)F